C(C)(C)(C)OC(C)ON(CCN=CC(=O)O)CCN(CC)OC(C)OC(C)(C)C 2-(4,7-bis(2-(tert-butoxy)-2-ethoxy)-1,4,7-triazanonyl-1-yl)acetic acid